FC(C=1C=CC2=C(C1)OC1(CCCC1)C1=C2N=C(S1)N)(F)F 7-(trifluoromethyl)spiro[chromeno[4,3-d]thiazole-4,1'-cyclopentan]-2-amine